C1=CC=C2C(=C1)C(=O)C(C2=O)(O)O ninhydrine